BrC=1C(=CC(=NC1)N)OC 5-bromo-4-methoxy-pyridin-2-amine